(S)-7-(2-Methoxypropan-2-yl)-4-(3-(methylamino)azetidin-1-yl)-7,8-dihydro-6H-pyrimido[5,4-b][1,4]oxazin-2-amine COC(C)(C)[C@H]1NC2=C(OC1)C(=NC(=N2)N)N2CC(C2)NC